ClC1=CN=C2N1N=C(C=C2NC2CCC(CC2)N(C)C)C2=C(C=CC=C2F)F (1r,4r)-N1-(3-chloro-6-(2,6-difluorophenyl)imidazo[1,2-b]pyridazin-8-yl)-N4,N4-dimethylcyclohexane-1,4-diamine